C(#N)C(C)(C)C1=CC=C(C=C1)N1C(N=CC2=C1C=CN2)N2C=NC=C2 N-[4-(1-cyano-1-methyl-ethyl)phenyl]-2-imidazol-1-yl-5H-pyrrolo[3,2-d]pyrimidine